6-(1-oxo-3,4-dihydroisoquinolin-2-yl)-1,3-benzothiazole-5-carboxylate O=C1N(CCC2=CC=CC=C12)C1=CC2=C(N=CS2)C=C1C(=O)[O-]